3-[2-(trifluoromethyl)-4'-fluorobenzhydryloxy]-N-(sec-butyl)azetidine-1-carboxamide FC(C1=C(C(C2=CC=C(C=C2)F)OC2CN(C2)C(=O)NC(C)CC)C=CC=C1)(F)F